N-[(1R,2R,4R,5S)-8-(1H-1,2,3,4-tetrazol-5-yl)-4-(trifluoromethyl)-8-azabicyclo[3.2.1]octan-2-yl]-1-(4-chlorophenyl)cyclopropane-1-carboxamide N1N=NN=C1N1[C@H]2[C@@H](C[C@H]([C@@H]1CC2)C(F)(F)F)NC(=O)C2(CC2)C2=CC=C(C=C2)Cl